5'-(tert-butyl)-[1,1':3',1''-terphenyl]-4,4''-dicarbaldehyde C(C)(C)(C)C=1C=C(C=C(C1)C1=CC=C(C=C1)C=O)C1=CC=C(C=C1)C=O